C(CC)[Si](OC1=CC=CC=C1)(OC1=CC=CC=C1)C1=C(C=CC=C1)O propyl-(hydroxyphenyl)diphenoxysilane